3'-Azido-2',3'-dideoxycytidine-5'-Triphosphate P(O)(=O)(OP(=O)(O)OP(=O)(O)O)OC[C@@H]1[C@H](C[C@@H](O1)N1C(=O)N=C(N)C=C1)N=[N+]=[N-]